NCCCC(C)O[Si](OCC)(OCC)OCC aminopropyltetraethoxysilane